CC1=NNC2=NC(=CC(=C21)C(F)(F)F)C2=CC=C(C=C2)S(=O)(=O)C 3-Methyl-6-(4-(methylsulfonyl)phenyl)-4-(trifluoromethyl)-1H-pyrazolo[3,4-b]pyridine